methyl-2-oxo-2,3-dihydro-1H-indole-6-carboxylate COC(=O)C1=CC=C2CC(NC2=C1)=O